ethyl 4,5,6,7-tetrahydropyrazolo[1,5-a]pyridine-2-carboxylate N1=C(C=C2N1CCCC2)C(=O)OCC